NC1=NC2=C(C=3N1N=C(N3)C=3OC=CC3)SC(N2CCN2CCN(CC2)C=2C(=CC(=C(C(=O)NCC3NCCOC3)C2)F)F)=O 5-(4-(2-(5-amino-8-(furan-2-yl)-2-oxothiazolo[5,4-e][1,2,4]triazolo[1,5-c]pyrimidin-3(2H)-yl)ethyl)piperazin-1-yl)-2,4-difluoro-N-(morpholin-3-ylmethyl)benzamide